O(C)C1=C(C=C(C=C1OC)OC)C(=O)C1=CC=CC=C1 (2-methoxyl-methoxy-5-methoxyphenyl)(phenyl)methanone